FC(CN1[C@@H](C=2NC3=CC=CC=C3C2C[C@H]1C)C1=CC=C(S1)SC1CN(C1)C(=O)OC(C)(C)C)(C)C tert-butyl 3-((5-((1S,3R)-2-(2-fluoro-2-methylpropyl)-3-methyl-2,3,4,9-tetrahydro-1H-pyrido[3,4-b]indol-1-yl)thiophen-2-yl)thio)azetidine-1-carboxylate